COC(CC[C@@H](C=O)O[Si](C)(C)C(C)(C)C)=O (S)-4-(tert-butyldimethylsilyloxy)-5-oxopentanoic acid methyl ester